(2-(2,6-dioxopiperidin-3-yl)-3-oxoisoindolin-5-yl)methyl (6-(2-hydroxypropan-2-yl)pyridin-3-yl)carbamate OC(C)(C)C1=CC=C(C=N1)NC(OCC=1C=C2C(N(CC2=CC1)C1C(NC(CC1)=O)=O)=O)=O